NCCCCC=C 6-aminohexene